NC=1C=C2C(=CN=C(C2=CN1)NC)C1=NN2C(C=CC(=C2)O)=N1 2-(6-amino-1-(methylamino)-2,7-naphthyridin-4-yl)-[1,2,4]triazolo[1,5-a]pyridin-6-ol